C(=C)CNC=O N-vinylmethylformamide